C(C)N1C=2C3=CN=C(C(OC(C4=CC(=CC=C4C4=NN(C=C4CC2C(=N1)OC)C)F)C)=C3)N 3-ethyl-16-fluoro-5-methoxy-10,19-dimethyl-20-oxa-3,4,10,11,23-pentaazapentacyclo[19.3.1.02,6.08,12.013,18]pentacosa-1(24),2(6),4,8,11,13,15,17,21(25),22-decaen-22-amine